3-chloro-N-(1-(5-(3-cyano-6-((3-fluoro-1-methyl-azetidin-3-yl)methoxy)pyrazolo[1,5-a]pyridin-4-yl)pyridin-2-yl)-4-methylpiperidin-4-yl)picolinamide ClC=1C(=NC=CC1)C(=O)NC1(CCN(CC1)C1=NC=C(C=C1)C=1C=2N(C=C(C1)OCC1(CN(C1)C)F)N=CC2C#N)C